4-(cyclopentylmethyl)-2-((1-((1-methyl-1H-pyrazol-4-yl)sulfonyl)piperidin-4-yl)amino)pyrimidine-5-carbonitrile C1(CCCC1)CC1=NC(=NC=C1C#N)NC1CCN(CC1)S(=O)(=O)C=1C=NN(C1)C